C(=O)(O)C=1C=C(OC2=C(C=C(C=C2)C2(C3=CC=CC=C3C=3C=CC=CC23)C2=CC(=C(C=C2)OC2=CC(=C(C=C2)C(=O)O)C(=O)O)C(C)(C)C)C(C)(C)C)C=CC1C(=O)O 9,9-bis[4-(3,4-dicarboxyphenoxy)-3-t-butylphenyl]fluorene